NC1=NC=NN2C1=C(C=C2C=2C=NC(=C(C(=O)N[C@@H]1CN(C[C@@H]1F)C(=O)C1CC(C1)(F)F)C2)OC([2H])([2H])[2H])CN2CC(C2)(F)F 5-{4-amino-5-[(3,3-difluoroazetidin-1-yl)methyl]pyrrolo[2,1-f][1,2,4]triazin-7-yl}-N-[(3R,4S)-1-(3,3-difluorocyclobutanecarbonyl)-4-fluoropyrrolidin-3-yl]-2-(methoxy-d3)nicotinamide